C1(=CC=CC=C1)P(=O)(C1=CC=CC=C1)CC(=O)C1=CC=C(C=C1)C (diphenylphosphoryl)-1-(4-methylphenyl)ethan-1-one